C1(=CC=CC2=CC=CC=C12)CCOCCC1=CC=CC2=CC=CC=C12 β-Naphthylethylether